(E)-2-{2-[6-(2-cyanophenoxy) pyrimidin-4-yloxy] phenyl}-3-methoxyacrylate C(#N)C1=C(OC2=CC(=NC=N2)OC2=C(C=CC=C2)/C(/C(=O)[O-])=C\OC)C=CC=C1